[2-(benzylsulfanyl)-4-chlorophenyl]acetic acid tert-butyl ester C(C)(C)(C)OC(CC1=C(C=C(C=C1)Cl)SCC1=CC=CC=C1)=O